methyl-N-((S)-2-((tert-butoxycarbonyl)amino)-4-phenylbutyryl)-S-(methyl-d3)-L-cysteine CN([C@@H](CSC([2H])([2H])[2H])C(=O)O)C([C@H](CCC1=CC=CC=C1)NC(=O)OC(C)(C)C)=O